COC(=O)N1CCC2=CC(=CC=C12)NC(C(CC1=CC=CC=C1)N1OCN(OC1)C1=C(C=CC(=C1)Cl)N1N=NN=C1)=O 5-(2-(4-(5-Chloro-2-(1H-tetrazol-1-yl)phenyl)-2,5-dioxapiperazin-1-yl)-3-phenylpropionamido)indoline-1-carboxylic acid methyl ester